The molecule is a nucleotide-sugar oxoanion obtained by deprotonation of the diphosphate OH groups of dTDP-(2R,6S)-4-hydroxy-2-methyl-3-oxo-3,6-dihydro-2H-pyran-3(6H)-one; major species at pH 7.3. It derives from a dTDP-alpha-D-glucose(2-). It is a conjugate base of a dTDP-2,3-dehydro-2,6-dideoxy-4-keto-alpha-D-glucose. C[C@@H]1C(=O)C(=C[C@H](O1)OP(=O)([O-])OP(=O)([O-])OC[C@@H]2[C@H](C[C@@H](O2)N3C=C(C(=O)NC3=O)C)O)O